3-(tert-butyl) 6-ethyl (1S,5R,6R)-2-oxo-3-azabicyclo[3.1.0]hexane-3,6-dicarboxylate O=C1[C@@H]2[C@@H]([C@@H]2CN1C(=O)OC(C)(C)C)C(=O)OCC